(S)-α-cyano-3-phenoxybenzyl (1R,3R)-3-(2,2-dibromovinyl)-2,2-dimethylcyclopropanecarboxylate BrC(=C[C@@H]1C([C@@H]1C(=O)O[C@@H](C1=CC(=CC=C1)OC1=CC=CC=C1)C#N)(C)C)Br